1-(13Z,16Z-docosadienoyl)-2-(11Z-docosenoyl)-glycero-3-phosphoserine CCCCCCCCCC/C=C\CCCCCCCCCC(=O)O[C@H](COC(=O)CCCCCCCCCCC/C=C\C/C=C\CCCCC)COP(=O)(O)OC[C@@H](C(=O)O)N